1,3,3-trimethylspiro[indole-2,3'-[3H]naphtho[2,1-b][1,4]oxazine] CN1C2=CC=CC=C2C(C12C=NC1=C(O2)C=CC2=CC=CC=C21)(C)C